N1C(=NC=C1)CNC1=CC(=CC=C1)OC1=CC=CC=C1 (1H-imidazol-2-ylmethyl)-(3-phenoxy-phenyl)-amine